Cl.C1(CC1)C=1N=CC2=CC3=C(C(=C2C1)S(NCC(C)(C)F)(=O)=O)C[C@@H](C3)NC3=CC=C(N=N3)C(=O)O 6-[[(7R)-3-cyclopropyl-5-[(2-fluoro-2-methyl-propyl)sulfamoyl]-7,8-dihydro-6H-cyclopenta[g]isoquinolin-7-yl]amino]pyridazine-3-carboxylic acid hydrochloride